FC=1C=C(C=NC1)CN1N=C(C=CC1=O)C=1C=NC(=NC1)N1C(CCC1)C(F)(F)F 2-((5-fluoropyridin-3-yl)methyl)-6-(2-(2-(trifluoromethyl)pyrrolidin-1-yl)pyrimidin-5-yl)pyridazin-3(2H)-one